C(C)OC(NSNCC1=CC=CC=C1)=O N-(benzylaminosulfanyl)carbamic acid ethyl ester